ClC=1C=C(C=CC1)C1=CN(C=2N=CN=C(C21)N2CCC(CC2)(C)CC(=O)N)COCC[Si](C)(C)C (1-(5-(3-chlorophenyl)-7-((2-(trimethylsilyl)ethoxy)methyl)-7H-pyrrolo[2,3-d]pyrimidin-4-yl)-4-methylpiperidin-4-yl)acetamide